4-tetrahydronaphthalen-1-yl-thiophene-3-carboxylic acid C1(CCCC2=CC=CC=C12)C=1C(=CSC1)C(=O)O